3-(5-((4-(3-bromo-4-chloropyridin-2-yl)piperazin-1-yl)methyl)-1-oxoisoindolin-2-yl)piperidine-2,6-dione BrC=1C(=NC=CC1Cl)N1CCN(CC1)CC=1C=C2CN(C(C2=CC1)=O)C1C(NC(CC1)=O)=O